N-[1-(trifluoromethyl)cyclopropyl]-2,6-diazaspiro[3.3]heptane-2-sulfonamide FC(C1(CC1)NS(=O)(=O)N1CC2(C1)CNC2)(F)F